C(C)(C)(C)OC(C[C@H]1C[C@H](N(C1)C(=O)OC(C)(C)C)C(=O)OC)=O 1-(tert-butyl) 2-methyl (2S,4R)-4-(2-(tert-butoxy)-2-oxoethyl)pyrrolidine-1,2-dicarboxylate